C(C)(C)(C)OC(=O)N1N=C(C=C1)C1=NC(=NC=C1Cl)Cl 3-(2,5-dichloropyrimidin-4-yl)-1H-pyrazole-1-carboxylic acid tert-butyl ester